O1CCC2C1CN(C2)C2=C(C=C1C(=N2)COC1)C(=O)O 2-(2,3,3a,4,6,6a-hexahydrofuro[2,3-c]pyrrol-5-yl)-5,7-dihydrofuro[3,4-b]pyridine-3-carboxylic acid